The molecule is a 3-[beta-D-glucopyranosyl-(1->6)-beta-D-galactopyranosyl]-1,2-diacyl-sn-glycerol in which the acyl groups at O-1 and O-2 are both lauroyl. A synthetic acyl homologue of the beta-glycolipid antigens (beta-GGLs) of Mycoplasma pneumoniae. CCCCCCCCCCCC(=O)OC[C@H](CO[C@H]1[C@@H]([C@H]([C@H]([C@H](O1)CO[C@H]2[C@@H]([C@H]([C@@H]([C@H](O2)CO)O)O)O)O)O)O)OC(=O)CCCCCCCCCCC